CC=1N(C(=CN1)[N+](=O)[O-])CCOC1=CC=C(C(=O)O)C=C1 4-(2-(2-methyl-5-nitro-1H-imidazol-1-yl)ethoxy)benzoic acid